C1=CC=CC2=C1C(C1=CC=CC=C1OO2)=O Peroxyxanthone